N-(2,2-difluoroethyl)-6-fluoro-N-[3-fluoro-5-(3-methoxy-3-methyl-but-1-ynyl)phenyl]-1-methyl-[1,2,4]triazolo[4,3-a]quinazolin-5-amine FC(CN(C1=NC=2N(C3=CC=CC(=C13)F)C(=NN2)C)C2=CC(=CC(=C2)C#CC(C)(C)OC)F)F